[2H]C(CCCCC(=O)OCC)(\C=C\B1OC(C(O1)(C)C)(C)C)[2H] Ethyl (E)-6,6-dideuterio-8-(4,4,5,5-tetramethyl-1,3,2-dioxaborolan-2-yl)oct-7-enoate